C1(CCCCC1)C1=C(C(=C(C(=C1C(=O)N)C1CCCCC1)C(=O)N)C1CCCCC1)C(=O)N tricyclohexyl-1,3,5-benzenetricarboxamide